Cl.[C@H]12CNC[C@@H]2C1C1=NOC(=C1C1=CC=CC=C1)C 3-((1R,5S,6r)-3-azabicyclo[3.1.0]hexan-6-yl)-5-methyl-4-phenylisoxazole hydrochloride